C(C)(C)N1CCC(CC1)NC(C=C)=O N-(1-isopropylpiperidin-4-yl)acrylamide